OC1=CC=C2C(C(COC2=C1)C1=CC=CC=C1)C1=CC=C(C=C1)N1CCN(CC1)CCCCC#CC=1C=C2CN(C(C2=CC1)=O)C1C(NC(CC1)=O)=O 3-(5-(6-(4-(4-(7-hydroxy-3-phenylchroman-4-yl)phenyl)piperazin-1-yl)hex-1-yn-1-yl)-1-oxoisoindolin-2-yl)piperidine-2,6-dione